4-((2-hydroxyethyl)amino)-N-(4-(2-(4-methoxyphenyl)propan-2-yl)thiazol-2-yl)benzamide OCCNC1=CC=C(C(=O)NC=2SC=C(N2)C(C)(C)C2=CC=C(C=C2)OC)C=C1